dihydro-3H-pyridazino[4,5-b]indole-7-carbonitrile C1NNC=C2N=C3C=C(C=CC3=C21)C#N